2,N-dicyclohexyl-2-[2-(2-ethoxy-phenyl)-benzimidazol-1-yl]-acetamide C1(CCCCC1)C(C(=O)NC1CCCCC1)N1C(=NC2=C1C=CC=C2)C2=C(C=CC=C2)OCC